CO[C@H]1[C@@H](COC2=C1C=CC=C2)NC(=O)C2N(C(CC1=CC=CC=C21)=O)CC2CCOCC2 N-((trans)-4-methoxy-3,4-dihydro-2H-1-benzopyran-3-yl)-2-[(oxan-4-yl)methyl]-3-oxo-1,2,3,4-tetrahydroisoquinoline-1-carboxamide